O1[C@H](COCC1)CN1N=C2C3=C(C[C@@H](C2=C1)C)OC(=C3C(F)(F)F)C(=O)NCC=3N=COC3 (4S)-2-{[(2S)-1,4-dioxan-2-yl]methyl}-4-methyl-N-[(1,3-oxazol-4-yl)methyl]-8-(trifluoromethyl)-4,5-dihydro-2H-furo[2,3-g]indazole-7-carboxamide